N-(2-(4-ethylpiperazin-1-yl)-5-(4-(4-((6-(trifluoromethyl)pyridazin-3-yl)oxy)phenyl)piperidine-1-carbonyl)phenyl)benzenesulfonamide C(C)N1CCN(CC1)C1=C(C=C(C=C1)C(=O)N1CCC(CC1)C1=CC=C(C=C1)OC=1N=NC(=CC1)C(F)(F)F)NS(=O)(=O)C1=CC=CC=C1